FC=1C(=NC(=NC1)NC1=CC=C(C=N1)CN1C[C@@](OCC1)(C)CCN(C(C)=O)C)C=1C=C(C2=C(N(C(=N2)C)C(C)C)C1)F (R)-N-(2-(4-((6-((5-fluoro-4-(4-fluoro-1-isopropyl-2-methyl-1H-benzo[d]imidazol-6-yl)pyrimidin-2-yl)amino)pyridin-3-yl)methyl)-2-methylmorpholin-2-yl)ethyl)-N-methylacetamide